1-Butyl-N-[5-(2-chloro-6-fluorophenyl)-1H-indazol-3-yl]piperidine-4-carboxamide hydrochloride Cl.C(CCC)N1CCC(CC1)C(=O)NC1=NNC2=CC=C(C=C12)C1=C(C=CC=C1F)Cl